C(C1=CC=CC=C1)N(C[C@@H](CF)OC)CC1=CC=CC=C1 (2S)-N,N-dibenzyl-3-fluoro-2-methoxy-propan-1-amine